sulfosuccinimidyl-6-(4'-azido-2'-nitrophenylamino)hexanoate S(=O)(=O)(O)C(C(=O)[O-])(CCCCNC1=C(C=C(C=C1)N=[N+]=[N-])[N+](=O)[O-])N1C(CCC1=O)=O